6-chloro-N-{3-[2-(4-chloro-3-fluorophenoxy)acetamido]bicyclo[1.1.1]pent-1-yl}-4-(5-methyl-1,2-oxazole-4-carbonyl)-3,4-dihydro-2H-1,4-benzoxazine-2-carboxamide ClC=1C=CC2=C(N(CC(O2)C(=O)NC23CC(C2)(C3)NC(COC3=CC(=C(C=C3)Cl)F)=O)C(=O)C=3C=NOC3C)C1